ClC1=C(C(=CC=C1Cl)OC)C1CC(=NCC1)NN(C(=O)OC(C)(C)C)CC tert-butyl 2-(4-(2,3-dichloro-6-methoxyphenyl)-3,4,5,6-tetrahydropyridin-2-yl)-1-ethylhydrazine-1-carboxylate